benzyl-5-(6-chloropyridin-2-yl)-5,6-dihydropyrrolo[3,4-c]pyrazole C(C1=CC=CC=C1)C=1C=2C(=NN1)CN(C2)C2=NC(=CC=C2)Cl